4-hydroxy-1-[(2S)-2-[4-(3-hydroxy-3-phenyl-propyl)triazol-1-yl]-3,3-dimethyl-butyryl]-N-methyl-pyrrolidine-2-carboxamide OC1CC(N(C1)C([C@H](C(C)(C)C)N1N=NC(=C1)CCC(C1=CC=CC=C1)O)=O)C(=O)NC